3-chloro-6-ethyl-2-methyl-pyridine methyl-6-methoxy-8-(4-(trifluoromethoxy)phenyl)quinoline-3-carboxylate COC(=O)C=1C=NC2=C(C=C(C=C2C1)OC)C1=CC=C(C=C1)OC(F)(F)F.ClC=1C(=NC(=CC1)CC)C